CC1(OB(OC1(C)C)[C@@H]1[C@H](C1)C1=CC2=C(N=CS2)C=C1)C |r| racemic-6-((1S,2S)-2-(4,4,5,5-tetramethyl-1,3,2-dioxaborolan-2-yl)cyclopropyl)benzo[d]thiazole